ethyl 2-(3,4-dichlorophenyl)acetate ClC=1C=C(C=CC1Cl)CC(=O)OCC